C(C)(C)O[Bi](OC(C)C)OC(C)C tri(isopropoxy)bismuth (III)